CN1C=C(C=2C(N(C=C(C21)C)C)=O)C(=O)NC2(CCOC1=CC=CC=C21)C 1,5,7-trimethyl-N-(4-methyl-3,4-dihydro-2H-chromen-4-yl)-4-oxo-4,5-dihydro-1H-pyrrolo[3,2-c]pyridine-3-carboxamide